CC=1NC(C=CC1N1CN(C2=CC(=CC=C2C1=O)C(F)(F)F)C=1C(=NC=CC1)C)=O 3-(2-methyl-6-oxo-1,6-dihydropyridin-3-yl)-1-(2-methylpyridin-3-yl)-7-(trifluoromethyl)-2,3-dihydroquinazolin-4(1H)-one